2,2-dimethoxy-1,2-diphenylethane COC(CC1=CC=CC=C1)(C1=CC=CC=C1)OC